C/C/1=C\\CC[C@@](/C=C/[C@H](CCC2=C[C@@H](C1)OC2=O)C(C)C)(C)OC The molecule is a cembrane diterpenoid that is cembra-2E,7E,11Z-trien-20,10-olide substituted by a methoxy group at position 4. It has been isolated from the leaves of Croton gratissimus. It has a role as a metabolite. It is a cembrane diterpenoid, a diterpene lactone, an ether and a macrocycle.